FC=1C=C(C=C(C1)C(=O)C=1C=C2N=C(C=NC2=CC1)N1CCOCC1)NC(N)=O 3-(3-fluoro-5-(3-morpholinoquinoxaline-6-carbonyl)phenyl)urea